(R)-3-methyl-4-(8-(1-isopropyl-1H-pyrazol-5-yl)-3-(1H-pyrazol-5-yl)imidazo[1,2-b]pyridazin-6-yl)morpholine C[C@H]1N(CCOC1)C=1C=C(C=2N(N1)C(=CN2)C2=CC=NN2)C2=CC=NN2C(C)C